C(C(=C)C)(=O)O.C1(=CC=CC=C1)C1=CC=CC=C1 p-Biphenyl methacrylate